CCCC1=CC=C(C=C1)OC Propylanisol